CN1N=C(C=C1)C(C)=O 1-(1-methyl-1H-pyrazol-3-yl)acetaldehyde